N-benzyl-2-(5-(4-(2-(1,1-dioxidothiomorpholino)ethoxy)-2-methylphenyl)pyridin-2-yl)acetamide C(C1=CC=CC=C1)NC(CC1=NC=C(C=C1)C1=C(C=C(C=C1)OCCN1CCS(CC1)(=O)=O)C)=O